1-(3-Ethylquinuclidin-3-yl)-3-(1-(4'-((pyridin-3-ylmethoxy)methyl)-[1,1'-Biphenyl]-4-yl)cyclopropyl)Urea C(C)C1(CN2CCC1CC2)NC(=O)NC2(CC2)C2=CC=C(C=C2)C2=CC=C(C=C2)COCC=2C=NC=CC2